COC=1C=C(C=CC1)C=1C=C2C(=NC1)C=NN2CC2=NC(=NO2)C 5-[[6-(3-Methoxyphenyl)pyrazolo[4,3-b]pyridin-1-yl]methyl]-3-methyl-1,2,4-oxadiazole